CN(C(CCO)CCO)C 3-dimethylamino-1,5-pentanediol